(S)-2-((1-(2-(bis(3,5-difluorophenyl)methylene)hydrazineyl)-1-oxopropan-2-yl)carbamoyl)-4-methoxypyridin-3-yl ethyl carbonate C(OC=1C(=NC=CC1OC)C(N[C@H](C(=O)NN=C(C1=CC(=CC(=C1)F)F)C1=CC(=CC(=C1)F)F)C)=O)(OCC)=O